C(C(C)C)OCC(C)C iso-butylether